N1(CCCC2=CC=CC=C12)C(=O)C1=CC2=C(NC(N2)=O)C=C1 5-(1,2,3,4-Tetrahydroquinoline-1-carbonyl)-1,3-dihydro-2H-benzo[d]imidazol-2-one